D-(-)-Erythrofuranose OC1[C@H](O)[C@H](O)CO1